Cl.NC1CN(CCCC1)C1=NN(C(C2=CC=CC=C12)=O)C1=CC=C(C=C1)F 4-(3-Aminoazepan-1-yl)-2-(4-fluorophenyl)phthalazin-1(2H)-one-hydrochloride